hexa-(aminophenoxy)cyclotriphosphazeneN NC1=C(OP2N(P(=NP(=N2)(OC2=C(C=CC=C2)N)OC2=C(C=CC=C2)N)(OC2=C(C=CC=C2)N)OC2=C(C=CC=C2)N)OC2=C(C=CC=C2)N)C=CC=C1